CN(C1C(NCC1)=O)C 3-(dimethylamino)pyrrolidin-2-one